OC[C@](C1=CC=C(C=C1)C1=C(N=CS1)CO)(C(C)(C)C)NC([O-])=O [(1R)-2-hydroxy-1-{4-[4-(hydroxymethyl)-1,3-thiazol-5-yl]phenyl} tert-Butyl ethyl]carbamate